C(#N)C=1C=C(C=C(C1)OC)N1N=CC(=C1)[C@@H](C(=O)NC1=NNC(=C1)C1CC1)C (S)-2-(1-(3-cyano-5-methoxyphenyl)-1H-pyrazol-4-yl)-N-(5-cyclopropyl-1H-pyrazol-3-yl)propanamide